((2-(((5S,8S,10aR)-3-acetyl-8-(benzyl(meth-yl)carbamoyl)-6-oxodecahydro-pyrrolo[1,2-a][1,5]diazocin-5-yl)carbamoyl)-1H-indol-5-yl)difluorometh-yl)phosphonic acid C(C)(=O)N1CC[C@@H]2N(C([C@H](C1)NC(=O)C=1NC3=CC=C(C=C3C1)C(F)(F)P(O)(O)=O)=O)[C@@H](CC2)C(N(C)CC2=CC=CC=C2)=O